O=C1N(CC2=CC(=CC=C12)NCCCCC(N1CCC(CC1)N1N=CC(=C1)C1=NC2=CC=CC=C2N=C1)=O)C1C(NC(CC1)=O)=O 3-(1-oxo-5-((5-oxo-5-(4-(4-(quinoxalin-2-yl)-1H-pyrazol-1-yl)piperidin-1-yl)pentyl)amino)isoindolin-2-yl)piperidine-2,6-dione